[(7S,9aR)-7-(4-chlorophenyl)-7-hydroxy-3,4,6,8,9,9a-hexahydro-1H-pyrido[1,2-a]pyrazin-2-yl]-(4-chloro-3-methyl-1H-indazol-5-yl)methanone ClC1=CC=C(C=C1)[C@]1(CC[C@H]2N(CCN(C2)C(=O)C=2C(=C3C(=NNC3=CC2)C)Cl)C1)O